C(C=C)OC=1C=CC(=NC1)CO [5-(prop-2-en-1-yloxy)pyridin-2-yl]Methanol